CC(C(=O)OC12CC3(CC(CC(C1)C3)C2)NC=2NC(/C(/N2)=C/C2=CC3=C(N=CS3)C=C2)=O)(C)C [3-[[(4Z)-4-(1,3-Benzothiazol-6-ylmethylene)-5-oxo-1H-imidazol-2-yl] amino]-1-adamantyl] 2,2-dimethylpropanoate